N-(3,4-difluorobenzyl)-2,4-difluoro-5-cyanobenzamide FC=1C=C(CNC(C2=C(C=C(C(=C2)C#N)F)F)=O)C=CC1F